C(CC(=C)C)C1=C(C=2C(C[C@H](OC2C(=C1O)CCC(=C)C)C1=CC=C(O)C=C1)=O)O 6,8-diisopentenylnaringenin